N-(3-fluoro-4-((7-(3-morpholinopropoxy)quinolin-4-yl)oxy)phenyl)-5-(4-fluorophenyl)-6-oxo-2,3,5,6-tetrahydrofuro[3,2-c]pyridine-7-carboxamide FC=1C=C(C=CC1OC1=CC=NC2=CC(=CC=C12)OCCCN1CCOCC1)NC(=O)C1=C2C(=CN(C1=O)C1=CC=C(C=C1)F)CCO2